BrC=1C=C(C=C2C(N(C(=NC12)C1=C(C=CC=C1F)F)C)=O)C 8-bromo-2-(2,6-difluorophenyl)-3,6-dimethylquinazolin-4(3H)-one